C1=CC=CC=2C3=CC=CC=C3C(C12)COC(=O)N[C@H](CC(=O)OC(C)(C)C)C(=O)N(C)C[C@@H](CC1=CC=C(C=C1)Cl)N(C)C(=O)OC(C)(C)C tert-Butyl (R)-3-((((9H-fluoren-9-yl)methoxy)carbonyl)amino)-4-(((R)-2-((tert-butoxycarbonyl)-(methyl)amino)-3-(4-chlorophenyl)propyl)(methyl)amino)-4-oxobutanoate